3-(4-bromophenyl)oxazolidin-2-one tert-butyl-(S)-2-(1-amino-5-(ethoxycarbonyl)-4-(4-((4-phenylpyridin-2-yl)carbamoyl)phenyl)-1H-imidazol-2-yl)piperidine-1-carboxylate C(C)(C)(C)OC(=O)N1[C@@H](CCCC1)C=1N(C(=C(N1)C1=CC=C(C=C1)C(NC1=NC=CC(=C1)C1=CC=CC=C1)=O)C(=O)OCC)N.BrC1=CC=C(C=C1)N1C(OCC1)=O